C(C(C)C)(=O)OC(C)OC(=O)NCC#C 3-(((1-(isobutyryloxy)ethoxy)carbonyl)amino)prop-1-yn